BrC=1C(=NC2=NC(=C(C=C2C1)Br)NCCCCC)C(C(=O)N)C(C)(C)C (3,6-dibromo-7-(pentylamino)-1,8-naphthyridin-2-yl)-3,3-dimethylbutanamide